(13S,15S,Z)-4-fluoro-16-(hydroxymethylene)-13-methyl-15-(3-morpholino-3-oxopropyl)-6,7,8,9,11,12,13,14,15,16-decahydro-17H-cyclopenta[a]phenanthren-17-one FC1=CC=CC=2C3CC[C@@]4(C(\C(\[C@H](C4C3CCC12)CCC(=O)N1CCOCC1)=C/O)=O)C